4-(3-Fluoropyrrolidin-3-yl)-1-methylpyridin-2(1H)-one FC1(CNCC1)C1=CC(N(C=C1)C)=O